(R/S)-4-((1-(aminomethyl)cyclobutyl)amino)-2-(4-(5-chloropyrimidin-2-yl)piperidin-1-yl)-6,7-dihydrothieno[3,2-d]pyrimidine 5-oxide NCC1(CCC1)NC=1C2=C(N=C(N1)N1CCC(CC1)C1=NC=C(C=N1)Cl)CC[S@]2=O |r|